N-(2-(cyclobutyl(3-methoxypropyl)amino)ethyl)-6-methyl-5-((1-methyl-6-((1-methyl-1H-pyrazol-4-yl)amino)-1H-pyrazolo[3,4-d]pyrimidin-3-yl)amino)nicotinamide C1(CCC1)N(CCNC(C1=CN=C(C(=C1)NC1=NN(C2=NC(=NC=C21)NC=2C=NN(C2)C)C)C)=O)CCCOC